NC1=C(SC2=NC(=CC=C21)C)C(=O)NC2CC=1C=C(C(=NC1CC2)N2CC(C(C2)NC)OC)F 3-amino-N-{3-fluoro-2-[3-methoxy-4-(methylamino)pyrrolidin-1-yl]-5,6,7,8-tetrahydroquinolin-6-yl}-6-methylthieno[2,3-b]pyridine-2-carboxamide